FC1=C(C(=CC=2SC(=CC21)CCS(=O)(=O)OC)OC)OC methyl 2-(4-fluoro-5,6-dimethoxy benzo[b]thiophen-2-yl)ethane-1-sulfonate